methyl 2-chloro-4-[[4-[3-[(4-methoxyphenyl)methyl]-4-oxo-phthalazin-1-yl]phenyl]amino]pyrimidine-5-carboxylate ClC1=NC=C(C(=N1)NC1=CC=C(C=C1)C1=NN(C(C2=CC=CC=C12)=O)CC1=CC=C(C=C1)OC)C(=O)OC